3-fluoro-4-[5-methyl-3-(trifluoromethyl)pyrazol-1-yl]aniline FC=1C=C(N)C=CC1N1N=C(C=C1C)C(F)(F)F